N1-((3-(4,4-bis(ethoxy-methyl)cyclohexyl)-6,7-dihydro-4H-pyrazolo[5,1-c]-[1,4]oxazin-2-yl)methyl)-N1-methylethane-1,2-diamine C(C)OCC1(CCC(CC1)C=1C(=NN2C1COCC2)CN(CCN)C)COCC